N-[3-chloro-2-fluoro-4-(oxetan-3-ylmethoxy)phenyl]-6-[(1S,4S)-2,5-diazabicyclo[2.2.1]heptan-2-yl]pyrido[3,2-d]pyrimidin-4-amine ClC=1C(=C(C=CC1OCC1COC1)NC=1C2=C(N=CN1)C=CC(=N2)N2[C@@H]1CN[C@H](C2)C1)F